[C@H](C)(CC)[C@@H]1N(CC2=C(NC1=O)C=CC=C2)C(=O)NC=2C=NC=C(C2)OC (S)-3-((S)-sec-butyl)-N-(5-methoxypyridin-3-yl)-2-oxo-1,2,3,5-tetrahydro-4H-benzo[e][1,4]diazepine-4-carboxamide